N-[(1S)-2-hydroxy-1-[4-(1-methylpiperidin-4-yl)phenyl]ethyl]acetamide OC[C@H](C1=CC=C(C=C1)C1CCN(CC1)C)NC(C)=O